CN1C(N(CC1)C1CN(CCC1)C=1N=NC(=CN1)C(=O)N)=O 3-(3-(3-methyl-2-oxoimidazolin-1-yl)piperidine-1-yl)-1,2,4-triazine-6-carboxamide